(2R,3S,4S,5S)-2,3,4-tri(phenoxy)-5-[(phenoxy)methyl]-5-hydroxycyclohexan-1-one O(C1=CC=CC=C1)[C@H]1C(C[C@]([C@H]([C@@H]1OC1=CC=CC=C1)OC1=CC=CC=C1)(O)COC1=CC=CC=C1)=O